C(C)(C)(C)OC(=O)NC(C)C1=C(N=C(O1)C1=CC(=C(C=C1)OC(F)F)OCC1CC1)CC1(C(=O)[O-])C(C(C(=O)[O-])(CC=C1)C)F 1-((5-(1-((t-butoxycarbonyl) amino) ethyl)-2-(3-(cyclopropylmethoxy)-4-(difluoromethoxy) phenyl) oxazol-4-yl) methyl)-3-methyl-2-fluoroisophthalate